CN1CCO[C@@H]2[C@H]1CCN1C2=NC2=CC=C(C=C2C1=O)C(F)(F)F |r| (±)-(4aR,13bR)-4-methyl-10-(trifluoromethyl)-3,4,4a,5,6,13b-hexahydro-[1,4]oxazino[2',3':3,4]pyrido[2,1-b]quinazolin-8(2H)-one